2,3-Dimethylbutan-2-ol CC(C)(C(C)C)O